3-(5-methylisoxazol-3-yl)-[1,2,4]triazolo[4,3-b]pyridazine-6-carboxamide CC1=CC(=NO1)C1=NN=C2N1N=C(C=C2)C(=O)N